C1(CC1)C1=C(C(=CC(=C1)OC(F)F)C(C)C)NC(=O)N=[S@@](=O)(N)C1=C(C=C(C=C1)C(C)(C)O)C (S)-N'-(2-cyclopropyl-4-(difluoromethoxy)-6-isopropylphenylcarbamoyl)-4-(2-hydroxypropan-2-yl)-2-methylbenzenesulfonimidamide